N-[4-(8-amino-3-cyclopentyl-5-ethoxy-imidazo[1,5-a]pyrazin-1-yl)-benzyl]-2-methoxy-benzamide NC=1C=2N(C(=CN1)OCC)C(=NC2C2=CC=C(CNC(C1=C(C=CC=C1)OC)=O)C=C2)C2CCCC2